C1CC12CCN(CC2)C2=C(C(=O)NC1=CC=NC3=CC(=CC=C13)C1CC1)C=CC(=C2)I 6-azaspiro[2.5]octane-6-yl-N-(7-cyclopropylquinolin-4-yl)-4-iodobenzamide